1,1-bis(methoxymethyl)methylindene COCCC1(C=CC2=CC=CC=C12)CCOC